di-n-butyl 2,3-diethylsuccinate C(C)C(C(=O)OCCCC)C(C(=O)OCCCC)CC